N-(3-bromo-5-fluorophenyl)acetamide BrC=1C=C(C=C(C1)F)NC(C)=O